tert-Butyl 3-methyl-5-(4,4,5,5-tetramethyl-1,3,2-dioxaborolan-2-yl)-1H-indazole-1-carboxylate CC1=NN(C2=CC=C(C=C12)B1OC(C(O1)(C)C)(C)C)C(=O)OC(C)(C)C